C(C)(C)C1CCC(CC1)N1CCC(CC1)N1C(C(C2=CC=CC=C12)CC(=O)OC(C)(C)C)=O tert-butyl 2-(1-(1-((1s,4s)-4-isopropylcyclohexyl)piperidin-4-yl)-2-oxoindolin-3-yl)acetate